isopropoxytetrahydrothiophene 1,1-dioxide C(C)(C)OC1S(CCC1)(=O)=O